OCC[N+](C)(CCO)CCO 2-hydroxy-N,N-bis(2-hydroxyethyl)-N-methyl-ethanaminium